7-{[2-(4-chlorophenyl)imidazo[1,2-a]pyridin-3-yl]methyl}-3-oxa-7,9-diazabicyclo[3.3.1]nonane-9-carboxylate ClC1=CC=C(C=C1)C=1N=C2N(C=CC=C2)C1CN1CC2COCC(C1)N2C(=O)[O-]